C1(CC1)C=1SC(=CN1)S(=O)(=O)N1CCOC2(CNC2)C1 8-((2-cyclopropylthiazol-5-yl)sulfonyl)-5-oxa-2,8-diazaspiro[3.5]nonane